CC1(CCC=2C(=NNC2C1)C=1NC2=CC(=CC=C2C1)N(C(=O)C1CN(C1)C1CCN(CC1)C=1C=C2C(N(C(C2=CC1)=O)C1C(NC(CC1)=O)=O)=O)C)C N-(2-(6,6-dimethyl-4,5,6,7-tetrahydro-1H-indazol-3-yl)-1H-indol-6-yl)-1-(1-(2-(2,6-dioxopiperidin-3-yl)-1,3-dioxoisoindolin-5-yl)piperidin-4-yl)-N-methylazetidine-3-carboxamide